NC1=NC2=C(N1)C=C(C=C2)CNC(CC2C(=CN=C(C2=O)NCCC2=CC=CC=C2)C=2C=C(C(=O)O)C=CC2)=O 3-(4-(2-(((2-AMINO-1H-BENZO[D]IMIDAZOL-6-YL)METHYL)AMINO)-2-OXOETHYL)-5-OXO-6-(PHENETHYLAMINO)-4,5-DIHYDROPYRIDIN-3-YL)BENZOIC ACID